C(C)(C)(C)OC(=O)N1[C@@H](C[C@H](C1)NC(C1=CN=C(C=C1)Br)=O)CN1N=CC=C1 (2S,4R)-2-((1H-pyrazol-1-yl)methyl)-4-(6-bromonicotinamido)pyrrolidine-1-carboxylic acid tert-butyl ester